OC=1C=C(C=CC1)C=1C(OC2=CC=C(C=C2C1C)O)C1=CC=C(C=C1)\C=C\CN1CC(CC1)C(F)(F)F 3-(3-Hydroxyphenyl)-4-methyl-2-{4-[(E)-3-(3-trifluoromethylpyrrolidin-1-yl)propenyl]phenyl}-2H-chromen-6-ol